ClC1=C(C(=O)N/N=C(\C)/C2=CC=CC=C2)C=CC=C1 (E)-2-chloro-N'-(1-phenylethylidene)benzohydrazide